FC(CN1CCNC(C2=C1C1=C(O2)C=CC(=C1)C(F)(F)F)=O)(C1OCC(OC1)CO)F 1-(2,2-difluoro-2-(5-(hydroxymethyl)-1,4-dioxan-2-yl)ethyl)-9-(trifluoromethyl)-1,2,3,4-tetrahydro-5H-benzofuro[3,2-e][1,4]diazepin-5-one